FC=1C=C(C=CC1)C#CC1=NC(=CC(=C1N)C)C 2-[(3-Fluorophenyl)ethynyl]-4,6-dimethyl-3-pyridinamine